(1S,4S)-5-(4-(3-(3-fluorophenyl)-1-tosyl-1H-pyrrolo[2,3-b]pyridin-5-yl)benzyl)-2-oxa-5-azabicyclo[2.2.1]heptane FC=1C=C(C=CC1)C1=CN(C2=NC=C(C=C21)C2=CC=C(CN1[C@@H]3CO[C@H](C1)C3)C=C2)S(=O)(=O)C2=CC=C(C)C=C2